ClC=1NC(C(=CN1)F)C1=C(C2=NC=CC(=C2S1)C(C)C)C(F)(F)F 2-(2-chloro-5-fluoro-1,6-dihydropyrimidin-6-yl)-7-propan-2-yl-3-(trifluoromethyl)thieno[3,2-b]pyridine